BrC=1C=C(N(C1)CCOS(=O)(=O)C1=CC=C(C=C1)C)C=O 2-(4-bromo-2-formyl-1H-pyrrol-1-yl)ethyl-4-methylbenzenesulfonate